C(C)OC(CNC(=O)C1CN(C1)C1=CC(=C2C(C(=CN(C2=N1)C=1SC=CN1)C(=O)O)=O)C)C 7-{3-[(2-ethoxypropyl)carbamoyl]azetidin-1-yl}-5-methyl-4-oxo-1-(1,3-thiazol-2-yl)-1,4-dihydro-1,8-naphthyridine-3-carboxylic acid